C(C)(C)O[SiH2]OC(C)C Diisopropoxysilane